(2S)-2-(9H-fluoren-9-ylmethoxycarbonylamino)-4-oxo-4-prop-2-yloxybutyric acid C1=CC=CC=2C3=CC=CC=C3C(C12)COC(=O)N[C@H](C(=O)O)CC(OC(C)C)=O